ClC=1C=C2C3=NN=C(N3CC3=C(N=CN3C2=CC1)C=O)COC 15-chloro-9-(methoxymethyl)-2,4,8,10,11-pentaazatetracyclo[11.4.0.02,6.08,12]heptadeca-1(17),3,5,9,11,13,15-heptaene-5-carbaldehyde